COC(COC1=NC(=CC(=C1C#N)C1=CC=C(C=C1)F)C1=NC=CC=C1)=O.FC=1C=C(C=CC1F)C1CCC(CC1)C1CCC(CC1)C=C trans-4-(3,4-difluorophenyl)-4'-vinyl-bicyclohexane Methyl-2-(3-cyano-4-(4-fluorophenyl)-6-(pyridin-2-yl)pyridin-2-yloxy)acetate